Methyl-2'-[(pyridin-4-yl)methyl]-2',5'-dihydrospiro[cyclobutane-1,4'-furo[2,3-g]indazole]-7'-carboxylic acid ethyl ester C(C)OC(=O)C1=CC2=C(CC3(C4=C(N(N=C24)CC2=CC=NC=C2)C)CCC3)O1